C(CCC)C1C=CC(C=C1)=O p-butyl-2,5-cyclohexadien-1-one